[Na].C[AsH2] methyl-arsine monosodium